FC=1C(=C(NC([2H])([2H])[2H])C=C(C1)F)[N+](=O)[O-] (d)-3,5-difluoro-N-(methyl-d3)-2-nitroaniline